2-Amino-7-fluoro-4-(5-fluoro-3-((S)-1,7-diazaspiro[4.4]nonan-7-yl)-7,9-dihydrofuro[3,4-f]quinazolin-6-yl)thieno[3,2-c]pyridine-3-carbonitrile NC1=C(C=2C(=NC=C(C2S1)F)C=1C2=C(C=3C=NC(=NC3C1F)N1C[C@]3(CCCN3)CC1)COC2)C#N